3-(3-bromo-2-hydroxy-5-methylphenyl)-3-oxopropanenitrile BrC=1C(=C(C=C(C1)C)C(CC#N)=O)O